ClC1=NC(=C2N=CN(C2=N1)[C@@H]1O[C@@H]([C@H]([C@H]1O)O)CO)N1CC2(CCCC3=CC=CC=C23)C1 (2R,3R,4S,5R)-2-(2-chloro-6-spiro[azetidine-3,1'-tetrahydronaphthalen]-1-ylpurine-9-yl)-5-(hydroxymethyl)tetrahydrofuran-3,4-diol